C1(CC1)CN1C(C2=C(C=C1)C(=CN2)S(=O)(=O)NC=2C(=NC(=C(C2)F)OCC(F)F)OC)=O 6-(cyclopropylmethyl)-N-[6-(2,2-difluoroethoxy)-5-fluoro-2-methoxy-3-pyridyl]-7-keto-1H-pyrrolo[2,3-c]pyridine-3-sulfonamide